1-([1,1'-biphenyl]-4-yl)-3-(1-((1-methyl-1H-imidazol-2-yl)methyl)piperidin-4-yl)-1,3-dihydro-2H-imidazo[4,5-b]pyridin-2-one C1(=CC=C(C=C1)N1C(N(C2=NC=CC=C21)C2CCN(CC2)CC=2N(C=CN2)C)=O)C2=CC=CC=C2